N,N-dimethyltoluidine CN(C=1C(=CC=CC1)C)C